O=S1(CCN(CC2=C1C=CC=C2)C2=NC1=CC=C(C=C1C(=N2)S2N=C(C=CC=C2)CNC(OC(C)(C)C)=O)C)=O Tert-butyl ((1-(2-(1,1-dioxido-2,3-dihydrobenzo[f][1,4]thiazepin-4(5H)-yl)-6-methyl-quinazolin-4-yl)thiazepin-3-yl)methyl)carbamate